2-(2-chlorophenyl)-N-(4-(((1-(difluoromethyl)-1H-pyrazol-5-yl)oxy)methyl)-3-sulfamylphenyl)acetamide ClC1=C(C=CC=C1)CC(=O)NC1=CC(=C(C=C1)COC1=CC=NN1C(F)F)S(N)(=O)=O